cyclopropyl-4-(5-methyl-4-(2-oxo-2,3-dihydrobenzo[d]oxazol-5-ylamino)pyrimidin-2-ylamino)-2-(trifluoromethyl)benzamide C1(CC1)C=1C(=C(C(=O)N)C=CC1NC1=NC=C(C(=N1)NC=1C=CC2=C(NC(O2)=O)C1)C)C(F)(F)F